2-[5-(1-aminoethyl)-1H-1,2,4-triazol-1-yl]-1,3-thiazole-5-carbonitrile hydrochloride Cl.NC(C)C1=NC=NN1C=1SC(=CN1)C#N